(3R,4R)-3-(4-(tert-Butoxycarbonyl)phenyl)-4-(hydroxymethyl)azepane-1-carboxylic acid tert-butyl ester C(C)(C)(C)OC(=O)N1C[C@H]([C@@H](CCC1)CO)C1=CC=C(C=C1)C(=O)OC(C)(C)C